BrC1=CN=C2C=CC(=NC2=C1)C=1C(=NNC1OC)C1=NC(=CC=C1)C 7-bromo-2-(5-methoxy-3-(6-methylpyridin-2-yl)-1H-pyrazol-4-yl)-1,5-naphthyridine